FC1=CC=C(C=C1)C1=NNC=C1C=C1C(N(/C(/S1)=N/[H])C=1SC=CN1)=O (Z)-5-((3-(4-fluorophenyl)-1H-pyrazol-4-yl)methylene)-2-imino-3-(thiazol-2-yl)thiazolidin-4-one